C(C)(C)C1=C(C(=CC=C1)C(C)C)N=C1C(C2=CC=C(C3=CC=CC1=C23)C2=CC=CC3=CC=CC=C23)=NC2=C(C=CC=C2C(C)C)C(C)C N,N'-bis(2,6-diisopropylphenyl)-5-(1-naphthyl)acenaphthylene-1,2-diimine